BrC=1C=C(C(=C(OCCO[Si](C)(C)C(C)(C)C)C1)F)F (2-(5-bromo-2,3-difluorophenoxy)ethoxy)(tert-butyl)dimethylsilane